FC=1C=C(C=CC1)C1=C(NC=2C1=NC=CC2)C2=C(C=NC=C2)OCCNC 2-({4-[3-(3-fluorophenyl)-1H-pyrrolo[3,2-b]pyridin-2-yl]pyridin-3-yl}oxy)-N-methylethan-1-amine